3-(7-(tert-butoxycarbonyl)-3-(cyanoimino)hexahydroimidazo[1,5-a]pyrazin-2(3H)-yl)-2,2-dimethylpropanoic acid C(C)(C)(C)OC(=O)N1CC2N(CC1)C(N(C2)CC(C(=O)O)(C)C)=NC#N